ClC1=CC=C(C=C1)SSC1=CC=C(C=C1)Cl bis(4-chlorophenyl)disulfide